indium gold [Au].[In]